N1C2(CCC1)CC1=CC=CC=C1C2 1,3-dihydrospiro[inden-2,2'-pyrrolidine]